C(C)N(C1(CCC2(CNC(N2)=O)CC1)C1=CC=CC=C1)C CIS-8-(Ethyl-methyl-amino)-8-phenyl-1,3-diazaspiro[4.5]decan-2-one